7-bromo-4-(difluoromethyl)-3-methyl-1,5-naphthyridin-2(1H)-one BrC1=CN=C2C(=C(C(NC2=C1)=O)C)C(F)F